(S)-4-(5-chloro-2-((1-(2,2,6,6-tetramethyltetrahydro-2H-pyran-4-yl)-1H-pyrazol-4-yl)amino)pyrimidin-4-yl)-N-(1-cyanoethyl)benzamide ClC=1C(=NC(=NC1)NC=1C=NN(C1)C1CC(OC(C1)(C)C)(C)C)C1=CC=C(C(=O)N[C@@H](C)C#N)C=C1